4-(4-(octanoyloxy)benzoyloxy)benzoic acid C(CCCCCCC)(=O)OC1=CC=C(C(=O)OC2=CC=C(C(=O)O)C=C2)C=C1